C1(CCC1)CN1N=CC(=C1)NC(C1=CC(=C(C=C1)C)C#CC=1C=NC=CC1)=O N-[1-(cyclobutylmethyl)-1H-pyrazol-4-yl]-4-methyl-3-[2-(pyridin-3-yl)ethynyl]benzamide